(R)-2-ethyl-2,3,7,8,9,10-hexahydronaphtho[2,3-f][1,4]oxazepine-4(5H)-carboxylic acid tert-butyl ester C(C)(C)(C)OC(=O)N1C[C@H](OC2=C(C1)C=C1CCCCC1=C2)CC